NCC[C@@H]1N(C(C2=CC(=CC=C12)C1=NC(=NC=C1Cl)NC1=CNOC=C1)=O)CC(=O)N[C@H](C)C1=CC(=CC=C1)OC 2-[(1S)-1-(2-aminoethyl)-5-{5-chloro-2-[(oxazin-4-yl)amino]pyrimidin-4-yl}-3-oxo-2,3-dihydro-1H-isoindol-2-yl]-N-[(1R)-1-(3-methoxyphenyl)ethyl]acetamide